ClC1([C@H]([C@@H]1C1=CC(=CC(=C1)Cl)Cl)C(=O)NC1=CC(=C(C=C1)Cl)NC(C(F)(F)F)=O)Cl |r| trans-rac-2,2-dichloro-N-(4-chloro-3-(2,2,2-trifluoroacetamido)phenyl)-3-(3,5-dichlorophenyl)cyclopropane-1-carboxamide